cis-N-(4-chloro-3-iodophenyl)-3-methyl-6-azabicyclo[3.1.1]heptane-6-carboxamide ClC1=C(C=C(C=C1)NC(=O)N1C2CC(CC1C2)C)I